NC(C(=O)N[C@H]1CN(C[C@H](C1)C)C1=C2C=CC=NC2=C(C=C1)C(=O)N)C(F)(F)F 5-((3R,5S)-3-(2-amino-3,3,3-trifluoropropionylamino)-5-methylpiperidin-1-yl)quinoline-8-carboxamide